Ethyl 5-(N-(3-(4-chlorobenzyl)tetrahydrofuran-3-yl)sulfamoyl)-2-methyl-1H-pyrrole-3-carboxylate ClC1=CC=C(CC2(COCC2)NS(=O)(=O)C2=CC(=C(N2)C)C(=O)OCC)C=C1